[N+](=O)([O-])C=1C=NN(C1)[C@@H](C1CN(C1)C(=O)[O-])C1=CC=CC=C1 3-[(S)-(4-nitro-1H-pyrazol-1-yl)(phenyl)methyl]azetidine-1-carboxylate